(+)-3-(2,3-difluorophenyl)-3-methoxypyrrolidine sulfate S(=O)(=O)(O)O.FC1=C(C=CC=C1F)C1(CNCC1)OC